4-fluoro-N-methylquinoxaline FN1C=CN(C2=CC=CC=C12)C